ClC=1C=CC=2N(C1[C@@H](O)C=1N=NN(C1C)C1=CC=C(C=C1)OC)C=NC2 |r| rac-(6-chloro-imidazo[1,5-a]pyridin-5-yl)-[1-(4-methoxy-phenyl)-5-methyl-1H-[1,2,3]triazol-4-yl]-methanol